5-(oxazolidin-4-yloxy)pyridine-2-carboxylic acid methyl ester COC(=O)C1=NC=C(C=C1)OC1NCOC1